1-(trans-4-cyanotetrahydro-2H-pyran-3-yl)-3-((1-hydroxy-3,4-dihydro-1H-benzo[c][1,2]oxaborinin-6-yl)amino)-1H-pyrazole-4-carboxamide C(#N)[C@H]1[C@@H](COCC1)N1N=C(C(=C1)C(=O)N)NC1=CC2=C(B(OCC2)O)C=C1